methionyl sulfoxide N[C@@H](CCSC)C(=O)S(=O)C([C@@H](N)CCSC)=O